(1R,3R)-1-[2,6-difluoro-4-[3-[3-(fluoromethyl)azetidin-1-yl]propoxy]phenyl]-2-(2-fluoro-2-methyl-propyl)-3-methyl-1,3,4,9-tetrahydropyrido[3,4-b]indole FC1=C(C(=CC(=C1)OCCCN1CC(C1)CF)F)[C@H]1N([C@@H](CC2=C1NC1=CC=CC=C21)C)CC(C)(C)F